OCCN(C1CN(C1)C(=O)OC(C)(C)C)C tert-butyl 3-((2-hydroxy ethyl)(methyl)amino)azetidine-1-carboxylate